ClC=1C(=NC=C(C1)C(F)(F)F)C(=O)N1C[C@H](N(CC1)C1=C(C(=O)N[C@H]2CNCC2)C=C(C=C1)C=1C(=NC=CC1)OCC)CC 2-[(2R)-4-[3-chloro-5-(trifluoromethyl)pyridine-2-carbonyl]-2-ethylpiperazin-1-yl]-5-(2-ethoxypyridin-3-yl)-N-[(3R)-pyrrolidin-3-yl]benzamide